5-methyl-N-[(1s,4s)-4-{[2-(trifluoromethyl)quinolin-4-yl]amino}cyclohexyl]thiophene-2-carboxamide CC1=CC=C(S1)C(=O)NC1CCC(CC1)NC1=CC(=NC2=CC=CC=C12)C(F)(F)F